N-[2-(1-Methyl-1H-imidazol-2-yl)-[1,3]thiazolo[5,4-c]pyridin-6-yl]-5-(oxan-4-yl)-6-[(pyrrolidin-1-yl)methyl]pyridin-2-amine CN1C(=NC=C1)C=1SC=2C=NC(=CC2N1)NC1=NC(=C(C=C1)C1CCOCC1)CN1CCCC1